CC(CC1=C(CCC=CCC1)CC(=C)C)=C.[Ru+2] ruthenium(II) bis(2-methylallyl)1,5-cyclooctadiene